Cl.CC=1C=NC=2C=CC=C(C2C1)NC1CCNCC1 3-methyl-N-(piperidin-4-yl)quinoline-5-amine hydrochloride